CC1N(CCC1)C(=O)[O-] 2-methyl-pyrrolidine-1-carboxylate